The molecule is a heterodetic cyclic peptide consisting of eight amino acid residues and containing a thioether bridge between a cysteine and a tryptophan residue. It is found in a number of poisonous mushrooms, including Amanita phalloides (the death cap), Galerina marginata, and and Conocybe filaris. It has a role as a mycotoxin and an EC 2.7.7.6 (RNA polymerase) inhibitor. CC[C@H](C)[C@H]1C(=O)NCC(=O)N[C@H]2C[S@@](=O)C3=C(C[C@@H](C(=O)NCC(=O)N1)NC(=O)[C@@H](NC(=O)[C@@H]4C[C@H](CN4C(=O)[C@@H](NC2=O)CC(=O)N)O)[C@@H](C)[C@H](CO)O)C5=C(N3)C=C(C=C5)O